1-butyl-3-(butylcarbamoyl)-2-chloropyridin-1-ium C(CCC)[N+]1=C(C(=CC=C1)C(NCCCC)=O)Cl